(1R)-N-(7-chloro-6-(1-((3S,4S)-4-hydroxy-3-methyltetrahydrofuran-3-yl)piperidin-4-yl)isoquinolin-3-yl)-6-oxaspiro[2.5]octane-1-carboxamide ClC1=C(C=C2C=C(N=CC2=C1)NC(=O)[C@@H]1CC12CCOCC2)C2CCN(CC2)[C@]2(COC[C@H]2O)C